6-chloro-8-(1H-imidazol-1-yl)-2-methylimidazo[1,2-b]pyridazine ClC=1C=C(C=2N(N1)C=C(N2)C)N2C=NC=C2